(7-chloro-1-(methylthio)naphthalen-2-yl)boronic acid ClC1=CC=C2C=CC(=C(C2=C1)SC)B(O)O